(1-amino-2-methylpropan-2-yl)-2-[1-(cyclopropylmethyl)-6-[difluoromethyl-(methylsulfonyl)amino]pyrrolo[2,3-b]pyridin-2-yl]-5-methoxy-3-methylimidazo[1,2-a]pyridine-7-carboxamide NCC(C)(C)C=1C(=CC=2N(C1OC)C(=C(N2)C2=CC=1C(=NC(=CC1)N(S(=O)(=O)C)C(F)F)N2CC2CC2)C)C(=O)N